benzyl 2-(4-cyano-2-methoxy benzylidene)-3-oxobutanoate C(#N)C1=CC(=C(C=C(C(=O)OCC2=CC=CC=C2)C(C)=O)C=C1)OC